N-(7'-methoxy-1',3'-dimethyl-2'-oxo-1',2',3,4-tetrahydro-2H-[1,5'-biquinolin]-7-yl)acetamide COC=1C=C(C=2C=C(C(N(C2C1)C)=O)C)N1CCCC2=CC=C(C=C12)NC(C)=O